N-[2-methyl-5-[[2-[(2S)-2-methylpyrrolidin-1-yl]acetyl]amino]-3-pyridyl]-6-quinoxalin-6-yl-triazolo[1,5-a]pyridine-3-carboxamide CC1=NC=C(C=C1NC(=O)C=1N=NN2C1C=CC(=C2)C=2C=C1N=CC=NC1=CC2)NC(CN2[C@H](CCC2)C)=O